3-((3S,4R)-3-methyl-6-(7H-pyrrolo[2,3-d]pyrimidin-4-yl)-1,6-diazaspiro[3.4]oct-1-yl)-3-oxopropanenitrile C[C@H]1CN([C@@]12CN(CC2)C=2C1=C(N=CN2)NC=C1)C(CC#N)=O